triisocyanato(methyl)silicon N(=C=O)[Si](C)(N=C=O)N=C=O